C(CC)OOOCCN=C=O propyltrioxyethyl isocyanate